N-(3-fluoro-4-((6-methoxy-7-(2-(3-methoxy-3-methylazetidin-1-yl)ethoxy)quinolin-4-yl)oxy)phenyl)-5-(4-fluorophenyl)-6-oxo-2,3,5,6-tetrahydrofuro[3,2-c]pyridine-7-carboxamide FC=1C=C(C=CC1OC1=CC=NC2=CC(=C(C=C12)OC)OCCN1CC(C1)(C)OC)NC(=O)C1=C2C(=CN(C1=O)C1=CC=C(C=C1)F)CCO2